3-(5-(7H-pyrrolo[2,3-d]pyrimidin-4-yl)pyridin-2-yl)-6-(2-fluoro-4-methoxybenzyl)-3,6-diazabicyclo[3.1.1]heptane N1=CN=C(C2=C1NC=C2)C=2C=CC(=NC2)N2CC1N(C(C2)C1)CC1=C(C=C(C=C1)OC)F